NC/C(/CN1N=C2C(C(N(CC2)CCOC)=O)=C1)=C\F (E)-2-(2-(aminomethyl)-3-fluoroallyl)-5-(2-methoxyethyl)-2,5,6,7-tetrahydro-4H-pyrazolo[4,3-c]pyridin-4-one